C1(CCC1)C1=C(C=CC=C1F)C1=CC(=CC=C1O[C@H]1C[C@@H](CC1)NC(=O)C1CN(C(C1)(C)C)C)C(=O)O 2'-cyclobutyl-3'-fluoro-6-{[(1R,3R)-3-{[(3ξ)-1,5,5-trimethylpyrrolidine-3-carbonyl]amino}cyclopentyl]oxy}[1,1'-biphenyl]-3-carboxylic acid